NC1=CC(=C(ON2C(C3=CC=CC=C3C=N2)=O)C(=C1)Cl)Cl (4-amino-2,6-dichlorophenoxy)phthalazin-1(2H)-one